3-Methyl-7-((1r,4r)-4-(5-methylthiazol-4-yl)cyclohexyl)-5-((3-(trifluoromethyl)pyridin-2-yl)methyl)pyrido[2,3-b]pyrazin-6(5H)-one CC1=CN=C2C(=N1)N(C(C(=C2)C2CCC(CC2)C=2N=CSC2C)=O)CC2=NC=CC=C2C(F)(F)F